3-Fluoro-4-methoxy-5-nitro-benzaldehyde FC=1C=C(C=O)C=C(C1OC)[N+](=O)[O-]